4-Ethyl-6-[[(3R)-1-ethyl-3-piperidyl]amino]-2H-1,2,4-triazine-3,5-dione C(C)N1C(NN=C(C1=O)N[C@H]1CN(CCC1)CC)=O